BrC=1C=CC2=CN(N=C2C1F)C(C(=O)NC=1SC=CN1)C1=C2N(C=N1)CCC2 2-(6-bromo-7-fluoro-indazol-2-yl)-2-(6,7-dihydro-5H-pyrrolo[1,2-c]imidazol-1-yl)-N-thiazol-2-yl-acetamide